2-mercaptoethyl 3-ethylheptanoate C(C)C(CC(=O)OCCS)CCCC